C(C1=CC=CC=C1)OCCN(C(OCCl)=O)C chloromethyl (2-(benzyloxy)ethyl)(methyl)carbamate